2,3-dicyanobenzoquinone C(#N)C=1C(C=CC(C1C#N)=O)=O